methyl 4-hydroxybenzofuran-6-carboxylate OC1=CC(=CC2=C1C=CO2)C(=O)OC